(R)-1-(5-bromo-2-(1-fluoro-3-hydroxypropan-2-yloxy)phenyl)propan-1-one BrC=1C=CC(=C(C1)C(CC)=O)O[C@@H](CF)CO